C1(=CC=CC=C1)S(=O)(=O)NCC1=NC2=C(C=CC=C2C=C1)NS(=O)(=O)C1=CC=C(C=C1)C(F)(F)F N-(2-(Phenylsulfonamidomethyl)quinolin-8-yl)-4-(trifluoromethyl)benzenesulfonamide